C(=O)=C(C1(CCN2C(O1)=NC(=C2)[N+](=O)[O-])C)N 1-carbonyl-(7-methyl-2-nitro-6,7-dihydro-5H-imidazo[2,1-b][1,3]oxazin-7-yl)methylamine